C(C)[N+]1=CC=C(C=C1)C1=CC=[N+](C=C1)CC 1,1'-diethyl-4,4'-bipyridinium